tert-butyl (2-(7-methoxy-2-methylquinolin-6-yl)-2-oxoethyl)carbamate COC1=C(C=C2C=CC(=NC2=C1)C)C(CNC(OC(C)(C)C)=O)=O